FC(C1=CC=C2CCCN(C2=C1)C=1C=2C=C(C(N(C2C=C(C1)C1CCN(CC1)CC1CCN(CC1)C1=C(C=C(C=C1)NC1C(NC(CC1)=O)=O)F)C)=O)C)F 3-((4-(4-((4-(7-(difluoromethyl)-1',3'-dimethyl-2'-oxo-1',2',3,4-tetrahydro-2H-[1,5'-biquinolin]-7'-yl)piperidin-1-yl)methyl)piperidin-1-yl)-3-fluorophenyl)amino)piperidine-2,6-dione